3,4-Dichloro-2',4'-dihydroxychalcone ClC=1C=C(C=CC1Cl)\C=C\C(=O)C1=C(C=C(C=C1)O)O